(2R,6R)-N-[(2'-fluoro-3'-methoxy[1,1'-biphenyl]-4-yl)methyl]-4-[(1R)-1-(3-fluoro-4-methylpyridin-2-yl)-3-methoxypropyl]-6-methyl-1-(2-methylpropanoyl)piperazine-2-carboxamide FC1=C(C=CC=C1OC)C1=CC=C(C=C1)CNC(=O)[C@@H]1N([C@@H](CN(C1)[C@H](CCOC)C1=NC=CC(=C1F)C)C)C(C(C)C)=O